2'-(6-Methoxy-1,3-dihydro-2H-pyrrolo[3,4-c]pyridin-2-yl)-[2,4'-bipyrimidin]-4(3H)-one COC1=CC2=C(C=N1)CN(C2)C2=NC=CC(=N2)C2=NC=CC(N2)=O